N[C@H](CCC(=O)O)C=C |r| (RS)-4-aminohex-5-enoic acid